2-(2-(2-(((R)-3-(3-(phenylmethoxy)-4-phenylethoxyphenoxy)-2-hydroxypropyl)amino)ethoxy)-3-methoxyphenyl)-7-(4-hydroxy-3-methoxyphenyl)hept-1,6-diene-3,5-dione C1(=CC=CC=C1)COC=1C=C(OC[C@@H](CNCCOC2=C(C=CC=C2OC)C(=C)C(CC(C=CC2=CC(=C(C=C2)O)OC)=O)=O)O)C=CC1OCCC1=CC=CC=C1